C(C)(C)(C)C1=CN=C(O1)CSC1=CN=C(S1)NC(=O)C1CCN(CC1)C1CCN(CC1)CC1=C(C=CC=C1)N1C(NC(CC1)=O)=O N-(5-(((5-(tert-butyl)oxazol-2-yl)methyl)thio)thiazol-2-yl)-1'-(2-(2,4-dioxotetrahydropyrimidin-1(2H)-yl)benzyl)-[1,4'-bipiperidine]-4-carboxamide